3,3-dimethyl-3H-indoleacetonitrile CC1(C(=NC2=CC=CC=C12)CC#N)C